tert-Butyl N-[7-bromo-6-chloro-3-(cyanomethyl)-1,3-dihydroisobenzofuran-5-yl]carbamate tert-Butyl-N-(7-bromo-6-chloro-3-hydroxy-1,3-dihydroisobenzofuran-5-yl)carbamate C(C)(C)(C)OC(NC=1C=C2C(OCC2=C(C1Cl)Br)O)=O.BrC=1C(=C(C=C2C(OCC12)CC#N)NC(OC(C)(C)C)=O)Cl